C(C)OC(C(C)(C)OC1=CC=C2C(=CC=NC2=C1)Cl)=O 2-[(4-chloroquinolin-7-yl)oxy]-2-methylpropanoic acid ethyl ester